BrC1=CC=CC=2C(=C(SC21)C#CCNC2=C(C=C(C(=O)NC)C=C2)OC)CC(F)(F)F 4-((3-(7-bromo-3-(2,2,2-trifluoroethyl)benzothiophen-2-yl)prop-2-yn-1-yl)amino)-3-methoxy-N-methylbenzamide